NCCC=1C=CC=C2C(=NC(=NC12)NC1=CC(=CC(=C1)C)F)N[C@H](C)C(C)(C)C (R)-8-(2-aminoethyl)-N4-(3,3-dimethylbutan-2-yl)-N2-(3-fluoro-5-methylphenyl)quinazoline-2,4-diamine